C(CC(C)C)C1=NC2=C(N1C(=O)N)C=CC=C2C2CCN(CC2)C iso-Pentyl-4-(1-methylpiperidin-4-yl)-1H-benzo[d]imidazole-1-carboxamide